((R)-3-((5-chloro-4-(1H-indol-3-yl)pyrimidin-2-yl)amino)pyrrolidin-1-yl)methanol ClC=1C(=NC(=NC1)N[C@H]1CN(CC1)CO)C1=CNC2=CC=CC=C12